(1R)-1-(3,5-difluorophenyl)ethanamine FC=1C=C(C=C(C1)F)[C@@H](C)N